6-chloro-4-phenyl-6H-dibenzo[c,e][1,2]oxaphosphorin ClP1OC2=C(C3=C1C=CC=C3)C=CC=C2C2=CC=CC=C2